BrC1=C(C=C2CN(C(C2=C1)=O)C1CCCC1)O 6-bromo-2-cyclopentyl-5-hydroxyisoindolin-1-one